CC1=C(C=CC=C1C)N1CCN(C2(CC2)C1)C(CN1N=C(C2=C1CCC2)C(=O)N2CC(C(CC2)O)F)=O 1-(7-(2,3-dimethylphenyl)-4,7-diazaspiro[2.5]octan-4-yl)-2-(3-(3-fluoro-4-hydroxypiperidine-1-carbonyl)-5,6-dihydrocyclopenta[c]pyrazol-1(4H)-yl)ethanone